CC(COC)(C)NC(C=C)=O N-(1,1-dimethyl-3-oxabutyl)-acrylamide